N=1NC=C2C1SC=C2 thieno[2,3-c]pyrazole